The molecule is a dipeptide formed from L-valine and L-tyrosine residues. It has a role as a metabolite. It derives from a L-valine and a L-tyrosine. CC(C)[C@@H](C(=O)N[C@@H](CC1=CC=C(C=C1)O)C(=O)O)N